C1(CC1)N(C1=C2NC=NC2=NC(=N1)C=1C(=NC=NC1OC)C1CC1)CC1=CC=C(C=C1)C=1N(C=C(N1)C(F)(F)F)C N-cyclopropyl-2-(4-cyclopropyl-6-methoxypyrimidin-5-yl)-N-(4-(1-methyl-4-(trifluoromethyl)-1H-imidazol-2-yl)benzyl)-7H-purin-6-amine